C(C=C)(=O)OC1=CC(=C(C(=C1)C)Cl)C 4-chloro-3,5-dimethylphenol acrylate